NC(C=O)(C)C1=C(C=NC=C1)C 2-amino-2-(3-methylpyridin-4-yl)propan-1-one